COC(C(C(C)C)C1=CC(=NO1)N1CCC(CC1)=O)=O 3-methyl-2-(3-(4-oxopiperidin-1-yl)isoxazol-5-yl)butanoic acid methyl ester